3-(1-(3-bromophenyl)-3-(methoxy-d3)cyclobutyl)-4-methyl-4H-1,2,4-triazole BrC=1C=C(C=CC1)C1(CC(C1)OC([2H])([2H])[2H])C1=NN=CN1C